ClC=1C(=C(C=C(C1)CC)N1CCN(CC1)C[C@@H](CCNC(=O)C=1NC2=CC=CC=C2C1)O)OC (R)-N-(4-(4-(3-chloro-5-ethyl-2-methoxyphenyl)-piperazin-1-yl)-3-hydroxybutyl)-1H-indole-2-carboxamide